di(4-ethoxyphenyl)ethane C(C)OC1=CC=C(C=C1)C(C)C1=CC=C(C=C1)OCC